6-[3-(tert-butoxy)-3-oxopropyl]-[1,2,4]triazolo[1,5-a]pyridin-8-yl 4-{[(1Z)-{[(tert-butoxy)carbonyl]amino}({[(tert-butoxy)carbonyl]imino}) methyl]amino}benzoate C(C)(C)(C)OC(=O)N\C(=N/C(=O)OC(C)(C)C)\NC1=CC=C(C(=O)OC=2C=3N(C=C(C2)CCC(=O)OC(C)(C)C)N=CN3)C=C1